C(C)(C)C1=NC(=NC(=C1N)C(C)C)OC 4,6-di-isopropyl-2-methoxypyrimidin-5-amine